C(#N)COC=1C=C(C=CC1NCC#CC=1N(C2=CC=CC(=C2C1)NC1CCC(CC1)N1CCOCC1)CC(F)(F)F)S(=O)(=O)N 3-(cyanomethoxy)-4-{[3-(4-{[(1R,4R)-4-(morpholin-4-yl)cyclohexyl]amino}-1-(2,2,2-trifluoroethyl)-1H-indol-2-yl)prop-2-yn-1-yl]amino}benzene-1-sulfonamide